bis(methyldimethoxysilylpropyl)n-methylamine C[Si](OC)(OC)CCCN(C)CCC[Si](C)(OC)OC